N=1N(N=C2C1C=CC=C2)C2=C(C(=CC(=C2)CCCCCC)CCCCCCCCC)O 2-(2H-benzotriazol-2-yl)-6-nonyl-4-hexylphenol